C(C)OC(C(C(=C)O[Si](C)(C)C(C)(C)C)=[N+]=[N-])=O 3-[tert-butyl-(dimethyl)silyl]oxy-2-diazo-but-3-enoic acid ethyl ester